OC=1C=C2CC[C@H]([C@H](C2=CC1)C1=CC=C(C=C1)N1CCC(CC1)CN1CCN(CC1)C=1C=C2CN(C(C2=CC1)=O)[C@@H]1C(NC(CC1)=O)=O)C1=CC(=CC=C1)O (3S)-3-[5-[4-[[1-[4-[(1S,2R)-6-hydroxy-2-(3-hydroxyphenyl)tetralin-1-yl]phenyl]-4-piperidyl]methyl]piperazin-1-yl]-1-oxo-isoindolin-2-yl]piperidine-2,6-dione